C1OC2=CN3C1(CN1C3=CC=NC1=O)C2 9H,11H-3,11a-methanopyrimido[6',1':2,3]Imidazo[5,1-c][1,4]Oxazin-9-one